C(C=C)OS(=O)(=O)O allyloxysulfonic acid